CC1=C(C=C(C=C1)C1=NC(=NO1)C)NCC(=O)C1=CNC2=NC=CC=C21 2-((2-methyl-5-(3-methyl-1,2,4-oxadiazol-5-yl)phenyl)amino)-1-(1H-pyrrolo[2,3-b]pyridin-3-yl)ethan-1-one